CCOC(=O)ON=CC(CC1CCCCC1)=O 3-cyclohexylpropane-1,2-dione-2-ethoxycarbonyl oxime